6-(6-ethynyl-4-methylpyridin-3-yl)-5-(3-fluoro-4-((4-methylpyrimidin-2-yl)oxy)phenyl)pyrimidine-4-Amine C(#C)C1=CC(=C(C=N1)C1=C(C(=NC=N1)N)C1=CC(=C(C=C1)OC1=NC=CC(=N1)C)F)C